(+/-)-(1S,3S)-3-(4-(4-(((cyclopentyl(methyl)carbamoyl)oxy)methyl)-2-methylthiazol-5-yl)phenoxy)cyclohexane-1-carboxylic acid C1(CCCC1)N(C(=O)OCC=1N=C(SC1C1=CC=C(O[C@@H]2C[C@H](CCC2)C(=O)O)C=C1)C)C |r|